tert-Butyl 3-amino-3-(methoxymethyl)azetidine-1-carboxylate NC1(CN(C1)C(=O)OC(C)(C)C)COC